7-bromo-2-(3,4-dimethoxyphenyl)-4H-pyrimido[1,2-a]pyrimidin-4-one BrC=1C=NC=2N(C(C=C(N2)C2=CC(=C(C=C2)OC)OC)=O)C1